1-(5-bromopyrimidin-2-yl)cyclopropan-1-amine hydrochloride Cl.BrC=1C=NC(=NC1)C1(CC1)N